BrCCCCC1=CC=2C(=NC=CC2C2=CC(=C(C=C2)CNC(OC(C)(C)C)=O)C)S1 tert-butyl N-[[4-[2-(4-bromobutyl)thieno[2,3-b]pyridin-4-yl]-2-methyl-phenyl]methyl]carbamate